FC1(CCN(CC1)CCCOC1=C(C=C2C(=CC=NC2=C1)OC1=C(C=C(C=C1)NC(=O)C1=C2C(=CN(C1=O)C1=CC=C(C=C1)F)CCO2)F)OC)F N-(4-((7-(3-(4,4-difluoropiperidin-1-yl)propoxy)-6-methoxyquinolin-4-yl)oxy)-3-fluorophenyl)-5-(4-fluorophenyl)-6-oxo-2,3,5,6-tetrahydrofuro[3,2-c]pyridine-7-carboxamide